C(C)(C)(C)OC(=O)NC(C)C=1OC2=C(C1)C=C(C=C2C(=O)OC)F methyl 2-(1-((tert-butoxycarbonyl)amino)ethyl)-5-fluorobenzofuran-7-carboxylate